N1=C(C=CC=C1)C(=O)C(CCC(=O)Cl)Br Picolinoyl-4-bromobutyrylchloride